FC=1C(=C(C=CC1)C1=NC=C2NC(N(C2=N1)CC1=CC=C(C=C1)C=1N(N=C(N1)C(F)(F)F)C)=O)C(C)C 2-(3-Fluoro-2-isopropylphenyl)-9-([4-[2-methyl-5-(trifluoromethyl)-1,2,4-triazol-3-yl]phenyl]methyl)-7H-purin-8-one